(S,S)-3,3'-bis(2-naphthyl)-[1,1'-binaphthyl] C1=C(C=CC2=CC=CC=C12)C=1C=C(C2=CC=CC=C2C1)C1=CC(=CC2=CC=CC=C12)C1=CC2=CC=CC=C2C=C1